(R)-2-(3-((4-((1-(3-(1,1-diFluoro-2-hydroxyethyl)-2-fluorophenyl)ethyl)amino)-2-methylquinazolin-6-yl)(methyl)amino)-6-oxopyridazine-1(6H)-yl)-N,N-dimethylacetamide FC(CO)(F)C=1C(=C(C=CC1)[C@@H](C)NC1=NC(=NC2=CC=C(C=C12)N(C1=NN(C(C=C1)=O)CC(=O)N(C)C)C)C)F